C(C=C)[C@]12CCOC2=CCC1 (S)-5-allyl-2-oxabicyclo[3.3.0]oct-8-ene